bis(cyclopentadienyl)bis[2,6-difluoro-3-((4-toluoyl)amino)phenyl]titanium C1(C=CC=C1)[Ti](C1=C(C(=CC=C1F)NC(=O)C1=CC=C(C=C1)C)F)(C1=C(C(=CC=C1F)NC(=O)C1=CC=C(C=C1)C)F)C1C=CC=C1